C(C)(=O)OC[C@@H](NC([C@@H](NC(C1=CC=CC=C1)=O)CC1=CC=CC=C1)=O)CC1=CC=C(C=C1)F N-(N-benzoyl-L-phenylalanyl)-L-p-fluorophenylalaninol acetate